methyl 5-(thiazol-5-yl)-1H-indole-7-carboxylate S1C=NC=C1C=1C=C2C=CNC2=C(C1)C(=O)OC